C(CCC(=O)[O-])(=O)OOC(C)(C)C tert-butyl monoperoxysuccinate